4-(3-(2-iodophenyl)piperazin-1-yl)-6-isopropylpyrimidin-2-amine IC1=C(C=CC=C1)C1CN(CCN1)C1=NC(=NC(=C1)C(C)C)N